ClC=1C(=NC(=NC1)N[C@@H]1C[C@H]2CO[C@@H]([C@H]1O)O2)C=2C=C(C1=C(N(C(=N1)C)[C@H]1[C@](CCC1)(C)O)C2)F (1S,3R,4S,5R)-3-((5-chloro-4-(4-fluoro-1-((1R,2R)-2-hydroxy-2-methylcyclopentyl)-2-methyl-1H-benzo[d]imidazol-6-yl)pyrimidin-2-yl)amino)-6,8-dioxabicyclo[3.2.1]octan-4-ol